FC(C1=C(C=CC=2CCCCC12)C#N)(F)F 1-(trifluoromethyl)-5,6,7,8-tetrahydronaphthalene-2-carbonitrile